(S)-3-methoxy-N-methyl-4-((3-(8-((5,6,7,8-tetrahydro-[1,2,4]triazolo[4,3-a]pyridin-6-yl)amino)-3-((trifluoromethyl)thio)imidazo[1,2-a]pyridin-2-yl)prop-2-yn-1-yl)amino)benzamide COC=1C=C(C(=O)NC)C=CC1NCC#CC=1N=C2N(C=CC=C2N[C@H]2CCC=3N(C2)C=NN3)C1SC(F)(F)F